FC=1C(=C(N2N=C(N=CC21)N[C@H]2[C@@H](COCC2)F)C(C)C)C#N 5-fluoro-2-(((3S,4R)-3-fluorotetrahydro-2H-pyran-4-yl)amino)-7-isopropylpyrrolo[2,1-f][1,2,4]triazine-6-carbonitrile